2-Amino-5,6-dimethyl-1-[5-methyl-1-(oxazolidin-2-yl)-1H-pyrazolo[3,4-b]pyridin-4-yl]-1H-pyrrolo[2,3-b]pyridine-3-carbonitrile NC1=C(C=2C(=NC(=C(C2)C)C)N1C1=C2C(=NC=C1C)N(N=C2)C2OCCN2)C#N